(2S)-5-(dimethylamino)-2-[9H-fluoren-9-ylmethoxycarbonyl-(methyl)amino]-5-oxopentanoic acid CN(C(CC[C@@H](C(=O)O)N(C)C(=O)OCC1C2=CC=CC=C2C=2C=CC=CC12)=O)C